(E)-N-(4-(4-(4-chloro-1,2-dimethyl-6-(trifluoromethyl)-1H-benzo[d]imidazol-5-yl)-1H-indole-1-carbonyl)-2,6-difluorophenyl)-4-(((1r,4r)-4-methoxycyclohexyl)amino)but-2-enamide ClC1=C(C(=CC=2N(C(=NC21)C)C)C(F)(F)F)C2=C1C=CN(C1=CC=C2)C(=O)C2=CC(=C(C(=C2)F)NC(\C=C\CNC2CCC(CC2)OC)=O)F